FC=1C=C(C=C(C1B1OC(C(O1)(C)C)(C)C)F)CC(C)O [3,5-difluoro-4-(4,4,5,5-tetramethyl-1,3,2-dioxaborolan-2-yl)phenyl]propan-2-ol